2-methyl-4,5-dihydro-1,3-thiazole CC=1SCCN1